1,3-di(1-adamantyl)imidazolinium tetrafluoroborate [B-](F)(F)(F)F.C1C[N+](=CN1C23CC4CC(C2)CC(C4)C3)C56CC7CC(C5)CC(C7)C6